tert-butyl (R)-3-(1H-benzo[d]imidazol-2-yl)morpholine-4-carboxylate N1C(=NC2=C1C=CC=C2)[C@H]2N(CCOC2)C(=O)OC(C)(C)C